2-(2-Furyl)-5-[(3R)-3-methylpiperazin-1-yl]pyrazolo[1,5-a]pyrimidine-3-carbonitrile hydrochloride Cl.O1C(=CC=C1)C1=NN2C(N=C(C=C2)N2C[C@H](NCC2)C)=C1C#N